acryloyloxyeicosyldichloromethylsilane C(C=C)(=O)OCCCCCCCCCCCCCCCCCCCC[SiH2]C(Cl)Cl